(trideuteriomethoxymethyl)pyrazolo[1,5-a]pyrimidine-3,7-dicarboxamide [2H]C(OCC1=NN2C(N=CC=C2C(=O)N)=C1C(=O)N)([2H])[2H]